C(CCCCCCC\C=C/CCCCCCCC)(=O)NC(CO)C(CCCCCCCCCCCCCCC)O 2-oleamido-1,3-octadecandiol